FC(C1(CC1)CN1N=CC(=C1)C=1C=CC(=NC1C1=CC=C2C=C(N=NC2=C1)OC)C#N)F 5-(1-{[1-(Difluoromethyl)cyclopropyl]methyl}-1H-pyrazol-4-yl)-6-(3-methoxycinnolin-7-yl)pyridin-2-carbonitril